C12C(CC(C=C1)C2)N bicyclo[2.2.1]hept-5-en-2-ylamine